O1COC2=C1C=CC(=C2)NC(CSC=2NC1=C(C=NC(=C1)Cl)N2)=O N-(benzo[d][1,3]dioxol-5-yl)-2-((6-chloro-1H-imidazo[4,5-c]pyridin-2-yl)thio)acetamide